C(C)OC=1C=C(C(=C)C)C=C(C1OCC)OCC 3,4,5-triethoxy-α-methylstyrene